OC1=C(C(=O)C2=CC=CC=C2)C=CC=C1 HYDROXYBENZOPHENONE